OCCCCOC(C=C)=O δ-Hydroxybutylacrylat